O=S1(COC2=C(N1)C=C(C=C2)NC2=NC=C(C(=N2)NC=2C=CC1=C(NC(O1)=O)C2)C)=O 5-[2-(2,2-Dioxo-1H-benzo[e][1,3,4]oxathiazin-7-ylamino)-5-methyl-pyrimidin-4-ylamino]-3H-benzooxazol-2-one